C1(CCCCC1)CNC1CC2(CN(C2)C(=O)OC(C)(C)C)C1 tert-butyl 6-((cyclohexylmethyl) amino)-2-azaspiro[3.3]heptane-2-carboxylate